C(CCCCCCCC)C=1C(=C(C(=C(C1C(=O)O)C(=O)O)CCCCCCCCC)C(=O)O)CCCCCCCCC Tri-n-nonyl-trimellitic acid